2-Amino-N-(5-hydroxy-2-methyl-phenyl)thiazole-5-carboxamide NC=1SC(=CN1)C(=O)NC1=C(C=CC(=C1)O)C